CC1=C(C=CC=C1C1=CC=2N(C=C1)C(=CN2)C2=CC=C(CNCCC(=O)O)C=C2)C2=CC=CC=C2 3-((4-(7-(2-methyl-[1,1'-biphenyl]-3-yl)imidazo[1,2-a]pyridin-3-yl)benzyl)amino)propanoic acid